FC(S(=O)(=O)C=1C=C(C=CC1)COC1CNC1)(F)F 3-[[3-(trifluoromethylsulfonyl)phenyl]methoxy]azetidine